N-((1-(2,5-difluorobenzyl)cyclobutyl)methyl)-1-methyl-5-oxo-4,5-dihydro-1H-1,2,4-triazole-3-carboxamide FC1=C(CC2(CCC2)CNC(=O)C2=NN(C(N2)=O)C)C=C(C=C1)F